tert-butyl (3R)-4-(6-bromo-2-cyanopyridin-3-yl)-3-ethylpiperazine-1-carboxylate BrC1=CC=C(C(=N1)C#N)N1[C@@H](CN(CC1)C(=O)OC(C)(C)C)CC